CS(=O)(=O)N1CCC(CC1)CNC(CCC1=NC=2C(=NC=CC2)N1CC1=CC=C(C=C1)OC(F)(F)F)=O N-(1-Methanesulfonyl-piperidin-4-ylmethyl)-3-[3-(4-trifluoromethoxy-benzyl)-3H-imidazo[4,5-b]pyridin-2-yl]-propionamide